OC(C)(C)C=1C=C(CCOC2=NC=CC(=C2)C=2C(=C3CCCC3=CC2)CC(=O)OC(C)(C)C)C=C(C1)S(N)(=O)=O tert-butyl 2-(5-(2-(3-(2-hydroxypropan-2-yl)-5-sulfamoylphenethoxy)pyridin-4-yl)-2,3-dihydro-1H-inden-4-yl)acetate